OC1=C(C=C(C=C1)[C@H]1C(C(C(N1CCC1=CNC2=CC=CC=C12)=O)=O)=C(C1=CC=C(C=C1)OC)O)OC (5S)-5-(4-hydroxy-3-methoxyphenyl)-4-[hydroxy-(4-methoxyphenyl)methylene]-1-[2-(1H-indol-3-yl)ethyl]pyrrolidine-2,3-dione